ClC1=CC=C(C(=N1)C(=O)O)NC(C)C=1C=C(C=C2C(N(C(=NC12)N1C[C@@H]2C([C@@H]2C1)O)C)=O)F 6-Chloro-3-((1-(6-fluoro-2-((1R,5S,6s)-6-hydroxy-3-azabicyclo[3.1.0]hexan-3-yl)-3-methyl-4-oxo-3,4-dihydroquinazolin-8-yl)ethyl)amino)picolinic acid